4-(difluoromethoxy)-3-fluoro-N-((5-methyl-1H-benzotriazol-4-yl)methyl)benzamide FC(OC1=C(C=C(C(=O)NCC2=C(C=CC=3NN=NC32)C)C=C1)F)F